ClC1=C(C(=CC=C1)F)NC(C1=C(C=C(C(=C1)F)C1=NC=C(C=C1)Cl)O[C@H](C(F)(F)F)C)=O (S)-N-(2-Chloro-6-fluorophenyl)-4-(5-chloropyridin-2-yl)-5-fluoro-2-((1,1,1-trifluoropropan-2-yl)oxy)benzamide